BrC1=C(C=C(C=C1OC)CBr)OC 2-bromo-5-(bromomethyl)-1,3-dimethoxybenzene